Dec-9-ynoic acid methyl ester COC(CCCCCCCC#C)=O